NC=1C=C2C(=NN(C2=CC1)C(=O)OC(C)(C)C)C=1OC=CN1 tert-Butyl 5-amino-3-(oxazol-2-yl)-1H-indazole-1-carboxylate